1-((R)-7-(4-fluorobenzyl)-2-methyl-2,3-dihydro-1H-pyrido[2,3-b][1,4]oxazin-1-yl)-2-((2R,5R)-5-methyl-2-(((R)-3-methylmorpholino)methyl)piperazin-1-yl)ethan-1-one FC1=CC=C(CC2=CC3=C(OC[C@H](N3C(CN3[C@H](CN[C@@H](C3)C)CN3[C@@H](COCC3)C)=O)C)N=C2)C=C1